tetrakis(hydroxymethyl)-phosphonium sulphate S(=O)(=O)([O-])[O-].OC[P+](CO)(CO)CO.OC[P+](CO)(CO)CO